sodium thioglycolate imidazolepropanesulfonate N1C(=NC=C1)CCCS(=O)(=O)[O-].C(CS)(=O)O.[Na+]